(3-(6-amino-4-(((2S,6R)-2,6-dimethylmorpholino)methyl)pyridin-2-yl)phenyl)methanol NC1=CC(=CC(=N1)C=1C=C(C=CC1)CO)CN1C[C@@H](O[C@@H](C1)C)C